(R)-4-((3-aminopiperidin-1-yl)methyl)-N-(4-(4-morpholino-7H-pyrrolo[2,3-d]pyrimidin-6-yl)cyclohexyl)picolinamide N[C@H]1CN(CCC1)CC1=CC(=NC=C1)C(=O)NC1CCC(CC1)C1=CC2=C(N=CN=C2N2CCOCC2)N1